rel-(2R,3S,4S,5R)-N-(6-((R*)-2,2-dimethyl-1,3-dioxolan-4-yl)pyridin-3-yl)-3-(2-ethoxy-4-fluoro-3-methylphenyl)-4,5-dimethyl-5-(trifluoromethyl)tetrahydrofuran-2-carboxamide CC1(OC[C@H](O1)C1=CC=C(C=N1)NC(=O)[C@@H]1O[C@]([C@H]([C@H]1C1=C(C(=C(C=C1)F)C)OCC)C)(C(F)(F)F)C)C |o1:4,15,17,18,19|